1-(4-(difluoromethoxy)phenyl)-N-((1S,4S,5R)-4-methyl-8-(1H-tetrazol-5-yl)-8-azabicyclo[3.2.1]octan-2-yl)cyclopropane-1-carboxamide FC(OC1=CC=C(C=C1)C1(CC1)C(=O)NC1[C@@H]2CC[C@H]([C@H](C1)C)N2C2=NN=NN2)F